C1N(CCC2=CC=CC=C12)C[C@H](CN1C[C@H](OC2=C(C1=O)C=CC(=C2)OC2CCN(CC2)CC(C)O)C)O (2R)-4-[(2R)-3-(3,4-dihydro-1H-isoquinolin-2-yl)-2-hydroxy-propyl]-8-[[1-(2-hydroxypropyl)-4-piperidyl]oxy]-2-methyl-2,3-dihydro-1,4-benzoxazepin-5-one